C(NC(=O)NC1N(C(NC1=O)=O)CO)NC(=O)NC1N(C(NC1=O)=O)CO methylenebis-[N'-(3-hydroxymethyl-2,5-dioxo-4-imidazolidinyl)urea]